[N+](=O)([O-])C=1C(N(C=CC1)C1CCN(CC1)C(=O)OC(C)(C)C)=O Tert-butyl 4-(3-nitro-2-oxopyridin-1-yl)piperidine-1-carboxylate